N1C=NC(=C1)CCNC(=O)C=1C=NC2=CC=C(C=C2C1NC(C)C)C=1C=NNC1 N-(2-(1H-imidazol-4-yl)ethyl)-4-(isopropylamino)-6-(1H-pyrazol-4-yl)quinoline-3-carboxamide